benzene phosphate sodium salt [Na+].P(=O)([O-])([O-])[O-].C1=CC=CC=C1.[Na+].[Na+]